C(C)(C)[Si]1(O[Si](OC[C@H]2[C@H](O1)C[C@@H](O2)N2C(NC(C(=C2)C)=O)=O)(C(C)C)C(C)C)C(C)C 1-[(6aS,8R,9aR)-2,2,4,4-tetraisopropyl-6a,8,9,9a-tetrahydro-6H-furo[3,2-f][1,3,5,2,4]trioxadisilocin-8-yl]-5-methyl-pyrimidine-2,4-dione